C1(CCCC1)CNCC=1C=C(C=2N(C1)C(=CN2)F)C(=O)NC2=CC(=CC=C2)C2(CC(C2)C)C2=NN=CN2C 6-(((cyclopentylmethyl)amino)methyl)-3-fluoro-N-(3-((1s,3s)-3-methyl-1-(4-methyl-4H-1,2,4-triazol-3-yl)cyclobutyl)phenyl)imidazo[1,2-a]pyridine-8-carboxamide